(S)-2-(2-bromo-pyridin-4-yl)-5-((tetrahydrofuran-3-yl)oxy)benzo[d]oxazole BrC1=NC=CC(=C1)C=1OC2=C(N1)C=C(C=C2)O[C@@H]2COCC2